The molecule is an ammonium ion resulting from the protonation of the tertiary amino group of (+)-vincadifformine. The major species at pH 7.3. It is a conjugate acid of a (+)-vincadifformine. It is an enantiomer of a (-)-vincadifformine(1+). CC[C@]12CCC[NH+]3[C@H]1[C@]4(CC3)C5=CC=CC=C5NC4=C(C2)C(=O)OC